tert-butyl (S)-(5-(5-((8-fluoro-2-methylimidazo[1,2-a]pyridin-6-yl)carbamoyl)pyrazin-2-yl)-5-azaspiro[2.4]heptan-7-yl)(methyl)carbamate FC=1C=2N(C=C(C1)NC(=O)C=1N=CC(=NC1)N1CC3(CC3)[C@@H](C1)N(C(OC(C)(C)C)=O)C)C=C(N2)C